3-(1-(2-hydroxy-2-methylpropyl)-1H-pyrazol-4-yl)-7,8-dihydro-1,6-naphthyridin OC(CN1N=CC(=C1)C=1C=NC=2CCN=CC2C1)(C)C